ClC1=C(C=C(C=C1)C1=CN(C2=NC(=CC(=C21)C)C(=O)N2C(CN(CC2)C2=NC(=C(C(=O)O)C(=C2)C)C)(C)C)CC(C)C)F 6-(4-(3-(4-chloro-3-fluorophenyl)-1-isobutyl-4-methyl-1H-pyrrolo[2,3-b]pyridine-6-carbonyl)-3,3-dimethylpiperazin-1-yl)-2,4-dimethylnicotinic acid